COC(=O)C1=CC=NC2=CC=C(C=C12)C(CC[Si](C)(C)C)=O 6-(3-(trimethylsilyl)propionyl)quinoline-4-carboxylic acid methyl ester